NC1=CC=C(C=C1)N(C1=CC=C(C=C1)N)CCCC N,N-bis(4-aminophenyl)-n-butylamine